tert-butyl 4-[1-[4-(difluoromethyl)phenyl]-4-isopropenyl-pyrazol-3-yl]piperazine-1-carboxylate FC(C1=CC=C(C=C1)N1N=C(C(=C1)C(=C)C)N1CCN(CC1)C(=O)OC(C)(C)C)F